methyl 6-(benzylcarbamoyl)-3-(9-((4-(((tert-butoxycarbonyl)amino)methyl)-2,6-dimethylphenyl)carbamoyl)-4,5-dihydrobenzo[b]thieno[2,3-d]oxepin-8-yl)picolinate C(C1=CC=CC=C1)NC(=O)C1=CC=C(C(=N1)C(=O)OC)C=1C(=CC2=C(OCCC3=C2SC=C3)C1)C(NC1=C(C=C(C=C1C)CNC(=O)OC(C)(C)C)C)=O